C(CCCCCC\C=C\C)O (E)-8-Decen-1-ol